ClC1=C(C=C(C=C1)F)[C@@H]1NC(C2=C1C(=CC1=C(N(N=C21)C)CC(F)F)NC(C2=CC(=CC(=C2)C(F)(F)F)F)=O)=O (R)-N-(6-(2-chloro-5-fluorophenyl)-3-(2,2-difluoroethyl)-2-methyl-8-oxo-2,6,7,8-tetrahydropyrrolo[3,4-g]indazol-5-yl)-3-fluoro-5-(trifluoromethyl)benzamide